(7-(3,4-dimethoxyphenyl)pyrazolo[1,5-a]pyrimidin-2-yl)(6-(morpholine-4-carbonyl)indolin-1-yl)methanone COC=1C=C(C=CC1OC)C1=CC=NC=2N1N=C(C2)C(=O)N2CCC1=CC=C(C=C21)C(=O)N2CCOCC2